C(C)(C)(C)C1=CC=C(C=C1)C#CC(=O)C=1C=NC=CC1C 3-(4-(tert-butyl)phenyl)-1-(4-methylpyridin-3-yl)prop-2-yn-1-one